4-bromo-5-[4-(oxetan-3-yl)piperazin-1-yl]benzene-1,2-diamine BrC=1C=C(C(=CC1N1CCN(CC1)C1COC1)N)N